1-(4-benzylpiperidin-1-yl)-3-(1-(3-cyclopropyl-[1,2,4]triazolo[4,3-b]pyridazin-6-yl)-3,5-dimethyl-1H-pyrazol-4-yl)propan-1-one C(C1=CC=CC=C1)C1CCN(CC1)C(CCC=1C(=NN(C1C)C=1C=CC=2N(N1)C(=NN2)C2CC2)C)=O